C(C)(C)(C)OC(NC1=CC(=CC=C1)COC1=C(C(=C(C=C1)C=C)C=O)F)=O (3-((2-fluoro-3-formyl-4-vinylphenoxy)methyl)phenyl)carbamic acid tert-butyl ester